[Na].[Na].ClC=1C=CC(=C(C1)[C@H](C)O)F (S)-1-(5-chloro-2-fluorophenyl)ethan-1-ol Disodium